C=C(C(=O)O)CC(OC1(CC2(C1)CCC2)C2=CC=C(C=C2)C(F)(F)F)=O 2-methylene-4-oxo-4-((2-(4-(trifluoromethyl)phenyl)spiro[3.3]heptan-2-yl)oxy)butanoic acid